8-bromo-7-chloro-6-(2-fluorophenyl)-2,4-dihydro-[1,2,4]triazolo[4,3-a][1,4]benzodiazepin BrC=1C=CC2=C(C(=NCC=3N2CNN3)C3=C(C=CC=C3)F)C1Cl